C(#N)C1=NC2=CC(=CC(=C2N=C1N1CC(C1)C1=NC=CC=C1)[C@@H](C)NC1=C(C(=O)O)C=CC=C1)C (R)-2-((1-(2-cyano-7-methyl-3-(3-(pyridin-2-yl)azetidin-1-yl)quinoxalin-5-yl)ethyl)amino)benzoic acid